2-chloro-1-(2-ethoxyethyl)-1H-indole-3-carboxaldehyde ClC=1N(C2=CC=CC=C2C1C=O)CCOCC